NCCOCCOCCOCCOCCC(=O)NCCCN1C=2N(C3=CC=C(C=C3C1=O)F)C(NN2)=S 1-amino-N-(3-(7-fluoro-5-oxo-1-thioxo-1,2-dihydro-[1,2,4]triazolo[4,3-a]quinazolin-4(5H)-yl)propyl)-3,6,9,12-tetraoxapentadecan-15-amide